4-(3-(imidazo[1,2-c]pyrimidin-3-yl)piperidin-1-yl)-6-isopropylpyrimidin-2-amine N=1C=C(N2C=NC=CC21)C2CN(CCC2)C2=NC(=NC(=C2)C(C)C)N